CN1CCN(CC1)C1=CC=C(C=C1)NC1=NC=CC(=N1)N1OCCC1C1=CC=CC=C1 N-(4-(4-methylpiperazin-1-yl)phenyl)-4-(3-phenylisooxazolidin-2-yl)pyrimidin-2-amine